FC(C)(F)C1=CC=2N(C=C1)C(=C(N2)N2CC=1C=C3C(=CC1C2=O)OC(O3)(F)F)S(=O)(=O)CC 6-[7-(1,1-difluoroethyl)-3-ethylsulfonyl-imidazo[1,2-a]pyridin-2-yl]-2,2-difluoro-5H-[1,3]dioxolo[4,5-f]isoindol-7-one